(((9H-fluoren-9-yl)methoxy)carbonyl)-Z-valyl-Z-lysine hydrochloride Cl.C1=CC=CC=2C3=CC=CC=C3C(C12)COC(=O)N[C@@H](C(C)C)C(=O)N[C@@H](CCCCN)C(=O)O